CC1=NC=C(C(=O)NC2=CC=C(C=C2)N2CCN(CC2)CCC)C=C1NC1=NC=CC(=N1)C=1C=NC=CC1 6-Methyl-N-[4-(4-propyl-piperazin-1-yl)-phenyl]-5-(4-pyridin-3-yl-pyrimidin-2-ylamino)-nicotinamide